Cis-3-fluoro-4-hydroxypiperidine-1-carboxylic acid tert-butyl ester C(C)(C)(C)OC(=O)N1C[C@H]([C@H](CC1)O)F